Cl.N1CC(CCC1)COC=1C(=NC=CC1)C(F)(F)F 3-(piperidin-3-ylmethoxy)-2-(trifluoromethyl)pyridine hydrochloride